CC1CC2=C(C3=CC=CC=C3N=C2/C(/C1)=C/C=1OC(=CC1)[N+](=O)[O-])C(=O)O (E)-2-methyl-4-((5-nitrofuran-2-yl)methylene)-1,2,3,4-tetrahydroacridine-9-carboxylic acid